S(OC1=CC=C(C=C1)OCC1=CC=C(C=C1)C(NC(C)C)=O)(=O)(=O)F 4-((4-(isopropylcarbamoyl)benzyl)oxy)phenyl sulfurofluoridate